methyl 6-methoxy-2-methyl-[1,2,4]triazolo[1,5-a]pyridine-7-carboxylate COC=1C(=CC=2N(C1)N=C(N2)C)C(=O)OC